3-(diethylamino)azelaic acid C(C)N(C(CC(=O)O)CCCCCC(=O)O)CC